C1(=CC=CC=C1)C#CC1=CC=CC=C1 Diphenyl-ethyn